ClCCOCCOC(C)O 2-(2-chloroethoxy)ethoxyethane-1-ol